4-methyl-N-((2R)-3-methyl-1-(2-methyl-4-(pyridin-3-yl)-2,8-diazaspiro[4.5]decan-8-yl)-1-oxobutan-2-yl)pyridineamide CC1=CC(=NC=C1)C(=O)N[C@@H](C(=O)N1CCC2(C(CN(C2)C)C=2C=NC=CC2)CC1)C(C)C